9,4b-(epiminoethano)-phenanthren-8a-ol C1=CC=CC=2C34C=CC=CC3(C(=CC12)NCC4)O